tert-butyl 2-(((6-chloro-2-(trifluoromethyl)pyrimidin-4-yl)(methyl)amino)methyl)thiomorpholine-4-carboxylate 1,1-dioxide ClC1=CC(=NC(=N1)C(F)(F)F)N(C)CC1CN(CCS1(=O)=O)C(=O)OC(C)(C)C